N-carbobenzoxy-O-tertiary butyl-L-serinyl-L-serine C(=O)(OCC1=CC=CC=C1)N[C@@H](COC(C)(C)C)C(=O)N[C@@H](CO)C(=O)O